CC(C)(C)S(=O)NC12CC(C=3C(=CC=C(C13)C(C2(F)F)(F)F)F)=C 2-methyl-N-(3,3,4,4,7-pentafluoro-1-methylene-1,2,3,4-tetrahydro-2aH-cyclopenta[cd]inden-2a-yl)propane-2-sulfinamide